FC=1C=C2C(=NC1)N(C=C2C2=NC(=C1C(=N2)N(N=C1)C)NC1C(C2CCC1CC2)C(=O)OC)S(=O)(=O)C2=CC=C(C)C=C2 (+/-)-trans-methyl 3-((6-(5-fluoro-1-tosyl-1H-pyrrolo[2,3-b]pyridin-3-yl)-1-methyl-1H-pyrazolo[3,4-d]pyrimidin-4-yl)amino)bicyclo[2.2.2]octane-2-carboxylate